C(=O)[C@@H]1[C@](C1)(C(=O)[O-])C (1s,2s)-2-formyl-1-methylcyclopropane-1-carboxylate